OS(=O)(=O)O The molecule is a sulfur oxoacid that consists of two oxo and two hydroxy groups joined covalently to a central sulfur atom. It has a role as a catalyst. It is a conjugate acid of a hydrogensulfate.